C(#N)/C(/C(=O)N)=C\C1=CC(=C(C(=C1)F)OCC=1C(=C(C=CC1)C1=CC=CC=C1)C)F (E)-2-cyano-3-(3,5-difluoro-4-((2-methyl-[1,1'-biphenyl]-3-yl)methoxy)phenyl)acrylamide